C1C(CC2=CC=CC=C12)NC(=O)C=1C(=NC=CN1)NC(=O)N1CCN(CC1)S(=O)(=O)NC(O[C@@H]1CNCCC1)=O (S)-piperidin-3-yl ((4-((3-((2,3-dihydro-1H-inden-2-yl)carbamoyl)pyrazin-2-yl)carbamoyl)piperazin-1-yl)sulfonyl)carbamate